BrC1=C2C(C(NC2=CC=C1)=O)CCCN(C(OC(C)(C)C)=O)C tert-butyl N-[3-(4-bromo-2-oxo-indolin-3-yl)propyl]-N-methyl-carbamate